2,5-dimethoxyl-terephthalaldehyde O(C)C1=C(C=O)C=C(C(=C1)C=O)OC